NC(C)(C)C1=CC(=NC(=C1)C1=CC=C(C=C1)F)OC1[C@@H]2CN(C[C@H]12)C(=O)C1=CC=2N(C(=C1)OC)N=C(C2)C2CC2 ((1R,5S,6s)-6-((4-(2-aminopropan-2-yl)-6-(4-fluorophenyl)pyridin-2-yl)oxy)-3-azabicyclo[3.1.0]hexan-3-yl)(2-cyclopropyl-7-methoxypyrazolo[1,5-a]pyridin-5-yl)methanone